NC=1N=NC(=CC1N1N=CC(=C1)N1C(CN(CC1)C(=O)OC(C)(C)C)=O)C1=C(C=CC=C1)OC(=O)N1CCC(CC1)N1CCCCC1 tert-butyl 4-[1-[3-amino-6-[2-[4-(1-piperidyl)piperidine-1-carbonyl]oxyphenyl]pyridazin-4-yl]pyrazol-4-yl]-3-oxo-piperazine-1-carboxylate